methanothiol CS